COC1CCC(CC1)CN[C@@H]1[C@@H](CCC1)OC=1C=C2CN(C(C2=CC1)=O)C1C(NC(CC1)=O)=O 3-(5-(((1R,2S)-2-((((1R,4S)-4-methoxycyclohexyl)methyl)amino)cyclopentyl)oxy)-1-oxoisoindolin-2-yl)piperidine-2,6-dione